C(C)C1=C2C(=CN(C2=NC=N1)[C@H]1[C@H](O)[C@H](O)[C@H](O1)CO)I 6-Ethyl-7-iodo-9-β-D-ribofuranosyl-7-deazapurine